N-((2R,3S)-5,7-dihydroxy-2-(3,4,5-trihydroxyphenyl)chroman-3-yl)-3,4,5-trihydroxybenzamide OC1=C2C[C@@H]([C@H](OC2=CC(=C1)O)C1=CC(=C(C(=C1)O)O)O)NC(C1=CC(=C(C(=C1)O)O)O)=O